7-methylpyrazolo[1,5-a]pyridin CC1=CC=CC=2N1N=CC2